3-(but-3-en-1-yl)-5-(4-fluorophenyl)-8-methoxy-3-methyl-7-(trifluoromethyl)-2,3,4,5-tetrahydrobenzo[f][1,2,5]thiadiazepine 1,1-dioxide C(CC=C)C1(NS(C2=C(N(C1)C1=CC=C(C=C1)F)C=C(C(=C2)OC)C(F)(F)F)(=O)=O)C